OC=1C(C=CC=C(C1)C=1C=NC=CC1C)=O 2-hydroxy-4-(4-methylpyridin-3-yl)cyclohepta-2,4,6-trien-1-one